3-chloro-7-(hydroxymethyl)-1H-1,5-naphthyridin-2-one ClC=1C(NC2=CC(=CN=C2C1)CO)=O